3-((3,5-dimethyl-4-(4-methylpiperazin-1-yl)phenyl)amino)-5-(2-fluoro-6-methoxyphenyl)pyrazine-2-carboxamide CC=1C=C(C=C(C1N1CCN(CC1)C)C)NC=1C(=NC=C(N1)C1=C(C=CC=C1OC)F)C(=O)N